4-(5-chloro-2-nitrophenyl)-5-methoxypyridin-2(1H)-one ClC=1C=CC(=C(C1)C1=CC(NC=C1OC)=O)[N+](=O)[O-]